CS(=O)(=O)NC(CC1N(C(CC1C1=CC=CC=C1)=O)CC=1C=NC=CC1)=O N-Methylsulfonyl-2-[5-oxo-3-phenyl-1-(pyridin-3-ylmethyl)pyrrolidin-2-yl]acetamide